BrC=1C=C(C=C2C(CN(C12)C(C)C)COC1OCCCC1)C(=O)NC1=CC=C(C=C1)OC(F)(F)Cl 7-bromo-N-(4-(chlorodifluoromethoxy)phenyl)-1-isopropyl-3-(((tetrahydro-2H-pyran-2-yl)oxy)methyl)indoline-5-carboxamide